methyl 2-(6'-bromo-2,2-difluoro-1'-oxo-1'H-spiro[cyclopropane-1,4'-isoquinolin]-2'(3'H)-yl)acetate BrC=1C=C2C3(CN(C(C2=CC1)=O)CC(=O)OC)C(C3)(F)F